C1(=CC=C(C2=CC=CC=C12)C(=O)[O-])C(=O)[O-] 1,4-Naphthalenedicarboxylate